N-[(1S)-1-[[2-chloro-5-(1-isopropyl-6-oxo-3-pyridyl)phenyl]methyl]-2-[4-(2,4-dimethylpyrazol-3-yl)anilino]-2-oxo-ethyl]-4-methyl-pentanamide ClC1=C(C=C(C=C1)C1=CN(C(C=C1)=O)C(C)C)C[C@@H](C(=O)NC1=CC=C(C=C1)C=1N(N=CC1C)C)NC(CCC(C)C)=O